FC(C=1C=C(C=CC1)NC1=C(C=CC=C1)N)(F)F (3-trifluoromethylphenyl)-1,2-phenylenediamine